Benzo[a]pyren C1=CC=C2C=CC=3C=C4C(=C5C=CC1=C2C53)C=CC=C4